methyl 2-(6-bromo-4-(difluoromethyl)-5-fluoro-1-oxophthalazin-2(1H)-yl)acetate BrC=1C(=C2C(=NN(C(C2=CC1)=O)CC(=O)OC)C(F)F)F